CCCCCCCCCCC(C(CCCCCCCCCCC)O)O tricosane-11,12-diol